CN(CCCN1C=C(C2=CC(=CC=C12)OC)C=1C(NC(C1C1=CNC2=CC=CC=C12)=O)=O)C 3-[1-[3-(dimethylamino)propyl]-5-methoxy-1H-indol-3-yl]-4-(1H-indole-3-yl)-1H-pyrrole-2,5-dione